C[C@H]1C[C@@H](CNC1)NC1=NC=C(C=N1)C(F)(F)F N-((3S,5S)-5-Methylpiperidin-3-yl)-5-(trifluoromethyl)pyrimidin-2-amine